C(C)(=O)OC1O[C@@H]([C@@H]([C@@H]([C@H]1NC(CC1CCCC1)=O)OC(C)=O)OC(C)=O)COC(C)=O (3R,4R,5R,6R)-6-(acetoxymethyl)-3-(2-cyclopentylacetamido)tetrahydro-2H-pyran-2,4,5-triyl triacetate